6-methoxy-3-[2-[2-(2-prop-2-ynoxyethoxy)ethoxy]ethoxymethyl]-1,2,3,4-tetrahydroisoquinoline COC=1C=C2CC(NCC2=CC1)COCCOCCOCCOCC#C